N-((5-amino-6-methyl-1H-pyrrolo[3,2-b]pyridin-2-yl)methyl)acetamide NC1=C(C=C2C(=N1)C=C(N2)CNC(C)=O)C